1-[2-(3-chlorophenyl)-ethyl]-3-[(4-methanesulfonylphenoxy)meth-yl]-4-methyl-pyrrolidine ClC=1C=C(C=CC1)CCN1CC(C(C1)C)COC1=CC=C(C=C1)S(=O)(=O)C